CS(=O)(CC=1N=C2N(C=C(C=C2)C2=NOC(=N2)C(F)(F)F)C1)=NCC=1N=COC1 methyl((oxazol-4-ylmethyl)imino)((6-(5-(trifluoromethyl)-1,2,4-oxadiazol-3-yl)imidazo[1,2-a]pyridin-2-yl)methyl)-λ6-sulfanone